S1C=NC2=C1C=CC(=C2)NC2=CC=NC1=CC=C(C=C21)C2=C(C=C(OC1CCN(CC1)C(=O)OC(C)(C)C)C=C2)F tert-butyl 4-(4-(4-(benzo[d]thiazol-5-ylamino)quinolin-6-yl)-3-fluorophenoxy)piperidine-1-carboxylate